2-amino-N-(2-(4'-(trifluoromethyl)-[1,1'-biphenyl]-4-yl)ethyl)butanamide NC(C(=O)NCCC1=CC=C(C=C1)C1=CC=C(C=C1)C(F)(F)F)CC